C(C)[Bi](O[Bi](CC)O[Bi](CC)CC)CC bis(diethylbismuthanyloxy)(ethyl)bismuthane